methyl 3-benzylsulfanyl-5-chloro-4-methoxy-benzoate C(C1=CC=CC=C1)SC=1C=C(C(=O)OC)C=C(C1OC)Cl